Tert-butyl 4-(4-amino-3-(4-(4-(trifluoromethyl)phenoxy)phenyl)-1H-pyrazolo[3,4-d]pyrimidin-1-yl)piperidine-1-carboxylate NC1=C2C(=NC=N1)N(N=C2C2=CC=C(C=C2)OC2=CC=C(C=C2)C(F)(F)F)C2CCN(CC2)C(=O)OC(C)(C)C